CC1CN(CCN1)C=1C=2N(C=C(C1)S(=O)(=O)N)C=NC2 8-(3-methylpiperazin-1-yl)imidazo[1,5-a]pyridine-6-sulfonamide